NC1(CCN(CC1)C1=NC(=C2C(=N1)NN=C2C2=C(C(=CC=C2)Cl)Cl)C(=O)N)C2=CC=C(C=C2)OC 6-(4-Amino-4-(4-methoxyphenyl)piperidin-1-yl)-3-(2,3-dichlorophenyl)-1H-pyrazolo[3,4-d]pyrimidine-4-carboxamide